N-(3-amino-1-(cyclohexylamino)-1-oxoheptan-2-yl)-N-cyclohexyl-2-iodobenzamide NC(C(C(=O)NC1CCCCC1)N(C(C1=C(C=CC=C1)I)=O)C1CCCCC1)CCCC